The molecule is a naphthalenetetrol that is naphthalene which is substituted by hydroxy groups at postions 1, 2, 4, and 8. Also known as naphthalene-1,3,4,5-tetrol. It is a naphthalenetetrol and a naphthohydroquinone. C1=CC2=C(C(=C1)O)C(=C(C=C2O)O)O